FC1=C(COC(CCS(=O)(=O)C2=NC(=CC(=N2)C=2C=C(C(N(C2)CC2=CC(=CC=C2)OCC)=O)F)C)C2=CC=CC=C2)C=CC(=C1)F 5-(2-((3-((2,4-difluorobenzyl)oxy)-3-phenylpropyl)sulfonyl)-6-methylpyrimidin-4-yl)-1-(3-ethoxybenzyl)-3-fluoropyridin-2(1H)-one